COC1=C(C=C(C=C1)B(O)O)S(=O)(=O)N1CCCCC1 4-METHOXY-3-(PIPERIDIN-1-YLSULPHONYL)BENZENEBORONIC ACID